CC=CC(=O)OCCC[Si](O[Si](C)(C)C)(O[Si](C)(C)C)O[Si](C)(C)C 3-(methylacryloxy)-propyltris(trimethylsiloxy)-silane